N-(5-cyano-7-(difluoromethoxy)-1-(prop-2-yn-1-yl)-1H-indazol-3-yl)-4-fluorobenzamide C(#N)C=1C=C2C(=NN(C2=C(C1)OC(F)F)CC#C)NC(C1=CC=C(C=C1)F)=O